(R)-N-((1-(1-(Benzo[b]thiophen-3-yl)-4-(hydroxyamino)-4-oxobutan-2-yl)-1H-1,2,3-triazol-4-yl)methyl)-4-fluorobenzamid S1C2=C(C(=C1)C[C@H](CC(=O)NO)N1N=NC(=C1)CNC(C1=CC=C(C=C1)F)=O)C=CC=C2